C(=O)(C(=C)C)C(C(=O)O)CCCCCCCN methacryl-9-aminononanoic acid